CC(CCCC(N)N)CCCC 5-methylnonanediamine